4-(2,5-Dimethyl-3-(2-(pyrrolidin-1-yl)acetyl)-1H-pyrrol-1-yl)benzonitrile CC=1N(C(=CC1C(CN1CCCC1)=O)C)C1=CC=C(C#N)C=C1